4-[(4R,10bS)-8-[(4aR,7aR)-3,4,4a,5,7,7a-hexahydro-2H-pyrrolo[3,4-b][1,4]oxazin-6-yl]-4-methyl-3,4,6,10b-tetrahydro-1H-pyrazino[2,1-a]isoindol-2-yl]-1-methyl-1,8-naphthyridin-2-one O1[C@H]2[C@H](NCC1)CN(C2)C=2C=C1CN3[C@@H](C1=CC2)CN(C[C@H]3C)C3=CC(N(C2=NC=CC=C32)C)=O